4-cyclopropyl-7-(5-(7-ethyl-7H-imidazo[4,5-c]pyridazin-4-yl)-2-fluorophenyl)-6-methoxy-2H-benzo[b][1,4]oxazine C1(CC1)N1C2=C(OCC1)C=C(C(=C2)OC)C2=C(C=CC(=C2)C=2C1=C(N=NC2)N(C=N1)CC)F